FC(C=1C=CC2=C(NC(=N2)NC2=CC(=CC=C2)C(F)(F)F)C1)(F)F 6-(trifluoromethyl)-N-(3-(trifluoromethyl)phenyl)-1H-benzo[d]imidazol-2-amine